2-((3-(7-(((3S,4R)-3-chloro-1-methylpiperidin-4-yl)amino)-3-(2,2,2-trifluoroethyl)benzo[b]thiophen-2-yl)prop-2-yn-1-yl)amino)-5-(dimethylphosphoryl)-N-(2-methoxyethyl)benzamide Cl[C@H]1CN(CC[C@H]1NC1=CC=CC2=C1SC(=C2CC(F)(F)F)C#CCNC2=C(C(=O)NCCOC)C=C(C=C2)P(=O)(C)C)C